FC=1C=C(C=CC1)C1CCC(CC1)OC[C@H]1[C@H]([C@@H]2[C@H](N1C(=O)OC)CCC2)NS(=O)(=O)C methyl (2R,3S,3aS,6aR)-2-((((1s,4S)-4-(3-fluorophenyl)-cyclohexyl)oxy)methyl)-3-(methylsulfonamido)hexahydrocyclopenta[b]-pyrrole-1(2H)-carboxylate